O=C1NC(CCC1N1C=C(C2=C(C=CN=C12)CCCOC1CCNCC1)C)=O 4-(3-(1-(2,6-dioxopiperidin-3-yl)-3-methyl-1H-7-azaindol-4-yl)propoxy)piperidine